OCC1CCC(CO1)N1N=CC(=C1)C(=O)N (6-(hydroxymethyl)tetrahydro-2H-pyran-3-yl)-1H-pyrazole-4-carboxamide